3-benzocarbazole C1=CN=CC=2C=CC=3C=4C=CC=CC4CC3C21